ethyl (±)-(4S)-2-(undecan-2-yl)oxazolidine-4-carboxylate CC(CCCCCCCCC)C1OC[C@H](N1)C(=O)OCC